CC1=NC2=CC=CC=C2C(=N1)OCCCN1CC(C1)(O)C1=CC=CC=C1 1-(3-((2-methylquinazolin-4-yl)oxy)propyl)-3-phenylazetidin-3-ol